ClC=1C=CC(=C(C1)C1=CC(N(C=C1OC)CC=1N=NN(C1)C=1C(=NC=CC1)C(=O)O)=O)N1N=NC(=C1)Cl 3-(4-((4-(5-Chloro-2-(4-chloro-1H-1,2,3-triazol-1-yl)phenyl)-5-methoxy-2-oxopyridin-1(2H)-yl)methyl)-1H-1,2,3-triazol-1-yl)picolinic acid